2-bromo-7-butyl-9,9-dibutyl-fluorene BrC1=CC=2C(C3=CC(=CC=C3C2C=C1)CCCC)(CCCC)CCCC